NC[C@H]1NC([C@H](SCC1)C1=CC=C(C=C1)OC1=C(C=CC=C1)C(F)(F)F)=O (2R,5S)-5-(aminomethyl)-2-[4-[2-(trifluoromethyl)phenoxy]phenyl]-1,4-thiazepan-3-one